C(C)(=O)OC1=C(C=C(C=C1)C=CC(=O)Cl)OC 3-(4-acetoxy-3-methoxyphenyl)acryloyl chloride